(2-butenoic acid) sodium salt [Na+].C(C=CC)(=O)[O-]